FC(C(=O)NC1=C(C=C(C=C1)[N+](=O)[O-])I)(F)F 2,2,2-trifluoro-N-(2-iodo-4-nitrophenyl)acetamide